ClC=1C=CC=C2C=CC=C(C12)N1CC=2N=C(N=C(C2CC1)N1CCC(CC1)C(C=C)=O)OC[C@H]1N(CCC1)C (S)-1-(1-(7-(8-chloronaphthalen-1-yl)-2-((1-methylpyrrolidin-2-yl)methoxy)-5,6,7,8-tetrahydropyrido[3,4-d]pyrimidin-4-yl)piperidin-4-yl)prop-2-en-1-one